O([C@H]1[C@H](O)[C@@H](O)[C@H](O)[C@H](O1)CO)C\C=C\C1=CC=CC=C1 (2E)-3-phenyl-2-propen-1-yl beta-D-glucopyranoside